6-(3-(((S)-1-(4-fluoro-3-methoxyphenyl)ethyl)glycyl)-3,8-diazabicyclo[3.2.1]octan-8-yl)nicotinonitrile FC1=C(C=C(C=C1)[C@H](C)NCC(=O)N1CC2CCC(C1)N2C2=NC=C(C#N)C=C2)OC